The molecule is a member of the class of cinnamamides obtained by formal condensation of the carboxy group of ferulic acid with the amino group of agmatine. It has a role as an antifungal agent, an EC 5.99.1.2 (DNA topoisomerase) inhibitor and a plant metabolite. It is an alkaloid and a 4-hydroxy-3-methoxycinnamoylagmatine. It derives from an agmatine and a ferulic acid. COC1=C(C=CC(=C1)/C=C/C(=O)NCCCCN=C(N)N)O